(-)-(4aR,8aS)-6-(3-((2-Fluoro-4-(trifluoromethoxy)benzyl)oxy)azetidine-1-carbonyl)hexahydro-2H-pyrido[4,3-b][1,4]oxazin-3(4H)-one FC1=C(COC2CN(C2)C(=O)N2C[C@@H]3[C@@H](OCC(N3)=O)CC2)C=CC(=C1)OC(F)(F)F